tert-butyl (S)-(1-((tert-butyldimethylsilyl)oxy)-3-(3-(3-((5-chloro-3-fluoropyridin-2-yl)oxy)phenyl)-1H-pyrazol-1-yl)propan-2-yl)carbamate [Si](C)(C)(C(C)(C)C)OC[C@H](CN1N=C(C=C1)C1=CC(=CC=C1)OC1=NC=C(C=C1F)Cl)NC(OC(C)(C)C)=O